6-(4-methoxyphenyl)-2-((2,2,2-trifluoroethyl)amino)-5,6-dihydropyrido[4,3-d]pyrimidin COC1=CC=C(C=C1)N1CC2=C(N=C(N=C2)NCC(F)(F)F)C=C1